2-(4-Methoxybutyl)-1H-isoindole COCCCCN1CC2=CC=CC=C2C1